N-(4,4-difluoro-3,3-dimethylbutanoyl)-O-((1R,3R)-3-(2-(5,6,7,8-tetrahydro-1,8-naphthyridin-2-yl)ethyl)cyclobutyl)-L-homoserine FC(C(CC(=O)N[C@@H](CCOC1CC(C1)CCC1=NC=2NCCCC2C=C1)C(=O)O)(C)C)F